(3R)-4-[(4-cyclopropyl-2-fluoro-phenyl)-[2-[(4,4-difluorocyclohexyl)amino]-2-oxo-1-[4-(trifluoromethyl)-3-pyridyl]ethyl]carbamoyl]morpholine-3-carboxylic acid C1(CC1)C1=CC(=C(C=C1)N(C(=O)N1[C@H](COCC1)C(=O)O)C(C(=O)NC1CCC(CC1)(F)F)C=1C=NC=CC1C(F)(F)F)F